N=1N(C=C2C=CC=CC12)C1=CC(=NC=C1)C(=O)OC methyl 4-(2H-indazol-2-yl)picolinate